N-[(2,4-dimethoxyphenyl)methyl]-5-(1-methyl-1H-pyrazol-3-yl)-7H-pyrrolo[2,3-d]pyrimidin-4-amine COC1=C(C=CC(=C1)OC)CNC=1C2=C(N=CN1)NC=C2C2=NN(C=C2)C